O=C1CCN(C12CN(C2)C(=O)OC(C)(C)C)C(=O)OCC2=CC=CC=C2 5-benzyl 2-(tert-butyl) 8-oxo-2,5-diazaspiro[3.4]octane-2,5-dicarboxylate